8-(4-chloro-2-fluoro-phenyl)-3-methyl-2-(1-methylcyclopropyl)-6-[(2R)-2-(1-methylpyrazol-4-yl)morpholin-4-yl]pyrido[3,4-d]pyrimidin-4-one ClC1=CC(=C(C=C1)C1=NC(=CC2=C1N=C(N(C2=O)C)C2(CC2)C)N2C[C@H](OCC2)C=2C=NN(C2)C)F